CC1=NC(=CC(=C1)C=1NC2=CC(=CC=C2C1C)C=1SC=C(N1)N1CCNCC1)C 2-(2-(2,6-dimethylpyridin-4-yl)-3-methyl-1H-indol-6-yl)-4-(piperazin-1-yl)thiazole